C(CCCCCC)[O-] n-Heptanolat